ClC=1C2=C(N=CN1)N(C(=C2)C2=CC=C(C=N2)C2(CN(C2)C(=O)OC(C)(C)C)F)COCC[Si](C)(C)C tert-butyl 3-(6-(4-chloro-7-((2-(trimethylsilyl) ethoxy) methyl)-7H-pyrrolo[2,3-d]Pyrimidin-6-yl) pyridin-3-yl)-3-fluoroazetidin-1-carboxylate